F.N1CC(CCC1)=O Piperidine-3-one hydrofluoric acid salt